(6aR,8S)-5-(4-(trifluoromethyl)phenyl)-6,6a,7,8,9,10-hexahydro-5H-pyrido[1,2-a]quinoxaline-8-carboxamide FC(C1=CC=C(C=C1)N1C[C@@H]2N(C=3C=CC=CC13)CC[C@@H](C2)C(=O)N)(F)F